C(CCCCCCCCCCCCC)(=O)[O-].C(CCCCCCCCCCCCC)(=O)[O-].[Ca+2] calcium dimyristate